CC1=[N+](C=CC=C1)CCCS(=O)(=O)O 2-methyl-1-(3-sulfopropyl)pyridinium